C(C1=CC=CC=C1)OS(=O)(=O)C1=CC=CC2=CC=CC=C12 Benzylnaphthalinsulfonat